tributyl-(thiophen-2-yl)stannane tert-butyl-1-oxido-7,8-dihydro-5H-1,6-naphthyridin-1-ium-6-carboxylate C(C)(C)(C)OC(=O)N1CC=2C=CC=[N+](C2CC1)[O-].C(CCC)[Sn](C=1SC=CC1)(CCCC)CCCC